C(C)(C)(C)OC(=O)N1C2CC(C1C(=O)O)C2 2-(tert-Butoxycarbonyl)-2-azabicyclo[2.1.1]hexane-3-carboxylic acid